Vanadium-tungsten [W].[V]